NC1=NC=2C=C(C=CC2C2=C1N=C(N2CC(C)(O)C)COCC)CC2=CC=C(C=C2)N2CCNCC2 1-(4-amino-2-(ethoxymethyl)-7-(4-(piperazin-1-yl)benzyl)-1H-imidazo[4,5-c]quinolin-1-yl)-2-methylpropan-2-ol